FC=1C=C2/C(/C(N(C2=CC1)CCCN1CCCC1)=O)=N/OC (Z)-5-fluoro-1-(3-(pyrrolidinyl)propyl)-3-(methoxyimino)indol-2-one